3-(4-pyridyl)pyrrolidin N1=CC=C(C=C1)C1CNCC1